ammonium o-toluate C=1(C(=CC=CC1)C(=O)[O-])C.[NH4+]